6-(6-chloro-3,4-dihydroisoquinolin-2(1H)-yl)-3',6'-dihydro-[2,4'-bipyridine] ClC=1C=C2CCN(CC2=CC1)C1=CC=CC(=N1)C=1CC=NCC1